5-((1-((7-Ethyl-6-oxo-5,6-dihydro-1,5-naphthyridin-3-yl)methyl)piperidin-4-yl)amino)-N-Methylpicolinamide C(C)C=1C(NC=2C=C(C=NC2C1)CN1CCC(CC1)NC=1C=CC(=NC1)C(=O)NC)=O